tert-butyl monoperoxymaleate C(\C=C/C(=O)[O-])(=O)OOC(C)(C)C